FC=1C=C(C(=O)OCC)C=C(C1)[C@@H](C)O (R)-ethyl 3-fluoro-5-(1-hydroxyethyl)benzoate